C(CCCCCC(C)(C)C)(=O)[O-].[Co+2].C(CCCCCC(C)(C)C)(=O)[O-] cobalt (neodecanoate)